The molecule is a triterpene glycoside that is lanost-8-ene substituted by a methylidene group at position 24 and a beta-D-glucopyranosyloxy group at position 3. Isolated from the whole plant of Silybum marianum, it exhibits inhibitory activity against chymotrypsin. It has a role as an EC 3.4.21.1 (chymotrypsin) inhibitor and a plant metabolite. It is a beta-D-glucoside, a tetracyclic triterpenoid and a triterpenoid saponin. C[C@H](CCC(=C)C(C)C)[C@H]1CC[C@@]2([C@@]1(CCC3=C2CC[C@@H]4[C@@]3(CC[C@@H](C4(C)C)O[C@H]5[C@@H]([C@H]([C@@H]([C@H](O5)CO)O)O)O)C)C)C